NC1=C2N=CN(C2=NC=N1)[C@H]1C=C[C@@](C1)(C#C)OCP(OCC)(OCC)=O diethyl ((((1S,4R)-4-(6-amino-9H-purin-9-yl)-1-ethynylcyclopent-2-en-1-yl)oxy)methyl)phosphonate